D-(+)-Talopyranose OC1[C@@H](O)[C@@H](O)[C@@H](O)[C@H](O1)CO